BrC[C@@H]1N(CC(C1)C1=CC(=C(C=C1)OC(F)F)OC(C)C)C(C)=O ((2R)-2-(bromomethyl)-4-(4-(difluoromethoxy)-3-isopropoxyphenyl)pyrrolidin-1-yl)ethanone